2-(diacetoxyiodo)-1-methyl-4-nitrobenzene C(C)(=O)OI(C1=C(C=CC(=C1)[N+](=O)[O-])C)OC(C)=O